C(C)(C)(C)O[SiH](NCCCC)OC(C)(C)C di-tert-butoxy(n-butylamino)silane